C(C=C)N(N1C(=C(C(C(=C1)C(NCC1=C(C=C(C=C1F)F)F)=O)=O)OCC1=CC=CC=C1)C(=O)OC)C(=O)OC(C)(C)C Methyl 1-(allyl(tert-butoxycarbonyl)amino)-3-(benzyloxy)-4-oxo-5-((2,4,6-trifluorobenzyl)carbamoyl)-1,4-dihydropyridine-2-carboxylate